7-(prop-1-en-2-yl)thieno[3,2-b]pyridine-2-carboxylic acid C=C(C)C1=C2C(=NC=C1)C=C(S2)C(=O)O